3-(7-chloro-2-methylthiazolo[5,4-d]pyrimidin-5-yl)-1,2,4-oxadiazole ClC=1C2=C(N=C(N1)C1=NOC=N1)SC(=N2)C